OC(C(=O)O)CCCC(=O)O α-hydroxyadipic acid